C[C@]12CC3(CC(C[C@@](C1)(C3)C)C2)C(C(=O)N)CCC(=O)N ((1r,3R,5S,7r)-3,5-dimethyladamantan-1-yl)glutaramide